5-chloro-N-(4-chloro-3-cyano-1H-indol-7-yl)-1-(2-hydroxy-1,1-dimethylethyl)pyrazole-4-sulfonamide ClC1=C(C=NN1C(CO)(C)C)S(=O)(=O)NC=1C=CC(=C2C(=CNC12)C#N)Cl